3-amino-1H-isoindol-1-one NC1=NC(C2=CC=CC=C12)=O